[3-[(8-chloro-[1,2,4]triazolo[4,3-a]quinazolin-5-yl)-ethyl-amino]phenyl]-2-methyl-but-3-yn-2-ol ClC1=CC=C2C(=NC=3N(C2=C1)C=NN3)N(C=3C=C(C=CC3)CC(C#C)(O)C)CC